NC1=NC=C(C2=C1C(=C(N2C)C2=CC=C(C=C2)NC(=O)C(=C)F)C=2C=C(C(=NC2)C(=O)NCC(F)(F)F)OC)Br 5-(4-amino-7-bromo-2-{4-[(2-fluoroacrylamino)]phenyl}-1-methylpyrrolo[3,2-c]pyridin-3-yl)-3-methoxy-N-(2,2,2-trifluoroethyl)pyridine-2-carboxamide